fluoro-uridine F[C@@]1([C@H](O)[C@H](O)[C@@H](CO)O1)N1C(=O)NC(=O)C=C1